C=1(C(=CC=CC1)C1=C(C=CC=C1C=1C(=CC=CC1)[O-])[O-])[O-] Terphenolate